ClC1=C(C[S])C=CC=C1 (2-chlorobenzyl)sulfur